2-iso-propylamino-2,4,6-trimethylcyclotrisiloxane C(C)(C)N[Si]1(O[SiH](O[SiH](O1)C)C)C